N-(2-pyrazolyl)acetamide N=1N(C=CC1)NC(C)=O